C(C)(C)C=1N=CC(=NC1)NC1=C(C=CC=C1)OC (5-Isopropylpyrazin-2-yl)-2-methoxyaniline